C(C)(=O)N(C1=C(C=C(C=C1)C1=CC=C(C=N1)C(=O)NCC=1C(=NC=CC1)C)CC)C 6-[4-[acetyl-(methyl)amino]-3-ethyl-phenyl]-N-[(2-methyl-3-pyridinyl)methyl]pyridine-3-carboxamide